bis[4-(2-norbornyl)-6-phenylpyrimidine] iridium (III) [Ir+3].C12C(CC(CC1)C2)C2=NC=NC(=C2)C2=CC=CC=C2.C21C(CC(CC2)C1)C1=NC=NC(=C1)C1=CC=CC=C1